BrC=1C(=CC(=NC1)S(=O)(=O)N(C(OC(C)(C)C)=O)C=1N=CSC1)C tert-butyl (5-bromo-4-methylpyridin-2-yl)sulfonyl(thiazol-4-yl)carbamate